NC=1C(=NC(=CC1)Cl)C(=O)N 3-amino-6-chloropyridinecarboxamide